methyl((6-((4,4-difluorocyclohexyl)amino)-2-(3-methyl-1H-pyrazol-1-yl)pyrimidin-4-yl) methyl) carbamate C(N)(OC(C1=NC(=NC(=C1)NC1CCC(CC1)(F)F)N1N=C(C=C1)C)C)=O